(6-(cyclopropylmethyl)-6H-thieno[2,3-b]pyrrol-5-yl)methanol uridine-5'-diphosphate P(O)(=O)(OP(=O)(O)O)OC[C@@H]1[C@H]([C@H]([C@@H](O1)N1C(=O)NC(=O)C=C1)O)O.C1(CC1)CN1C2=C(C=C1CO)C=CS2